5-(3-((cyclopropyl(methyl)amino)methyl)azetidin-1-yl)-N-(7-fluoro-2-methyl-2H-indazol-5-yl)pyrazine-2-carboxamide Cesium carbonate C([O-])([O-])=O.[Cs+].C1(CC1)N(C)CC1CN(C1)C=1N=CC(=NC1)C(=O)NC1=CC2=CN(N=C2C(=C1)F)C.[Cs+]